O=C1C2(CC=3N=CN=C(C3N1)N1C[C@@H](NCC1)CC#N)CCCC1=CC=CC=C12 2-((2S)-4-(6'-oxo-3,4,5',8'-tetrahydro-2H,6'H-spiro[naphthalene-1,7'-pyrido[3,2-d]pyrimidin]-4'-yl)piperazin-2-yl)acetonitrile